2-(4-(difluoromethoxy)-2,6-dimethylphenyl)-6-morpholino-2,5-dihydro-4H-pyrazolo[3,4-d]pyrimidin-4-one FC(OC1=CC(=C(C(=C1)C)N1N=C2N=C(NC(C2=C1)=O)N1CCOCC1)C)F